[Si](C)(C)(C(C)(C)C)OCC1=CC(=C(C=C1)CO)C (4-(((tert-butyldimethylsilyl)oxy)methyl)-2-methylphenyl)methanol